3-methyl-5-hydrofuran-2-one CC1=CCOC1=O